[Na].[Na].C(C)OC(=O)C1=CC=C(O)C=C1 ethylparaben disodium